5-[3-[tert-Butyl(dimethyl)silyl]oxyazetidin-1-yl]-N-[(1R)-1-[3-methoxy-5-(1-methylpyrazol-4-yl)phenyl]ethyl]-2-methyl-benzamide [Si](C)(C)(C(C)(C)C)OC1CN(C1)C=1C=CC(=C(C(=O)N[C@H](C)C2=CC(=CC(=C2)C=2C=NN(C2)C)OC)C1)C